4-((tert-butyldimethylsilyl)oxy)-3-(1,3-dioxolan-2-yl)benzaldehyde [Si](C)(C)(C(C)(C)C)OC1=C(C=C(C=O)C=C1)C1OCCO1